methyl 4-[N-(tert-butoxycarbonyl)-N-methylamino]-3-oxobutanoate C(C)(C)(C)OC(=O)N(C)CC(CC(=O)OC)=O